C[SiH](O[Si](O[Si](O[Si](O[Si](O[SiH](C)C)(C)C)(C)C)(C)C)(C)C)C 1,1,3,3,5,5,7,7,9,9,11,11-Dodecamethylhexasiloxane